Cl.C1NCC2=CC(=CC=C12)CN1C(CCC1)=O 1-(isoindolin-5-ylmethyl)pyrrolidin-2-one hydrochloride